C=CCCC(=O)OC(C)(C)C t-butyl 1-butene-4-carboxylate